methyl 2-[3-(2-methoxypyrimidin-5-yl)-1,2-oxazol-5-yl]acetate COC1=NC=C(C=N1)C1=NOC(=C1)CC(=O)OC